(1r,4s)-N-((6-(2-chloro-3-(3-chloro-2-(3-methoxy-4-((((1s,4s)-4-methoxycyclohexyl)amino)methyl)phenyl)pyridin-4-yl)phenyl)-2-methoxypyridin-3-yl)methyl)-4-methoxycyclohexan-1-amine ClC1=C(C=CC=C1C1=C(C(=NC=C1)C1=CC(=C(C=C1)CNC1CCC(CC1)OC)OC)Cl)C1=CC=C(C(=N1)OC)CNC1CCC(CC1)OC